2,2-bis(3-(2-propenyl)-4-hydroxyphenyl)propane methyl-3-(9-((1-amino-4-fluoroisoquinolin-6-yl)carbamoyl)-4,5-dihydrobenzo[b]thieno[2,3-d]oxepin-8-yl)-6-(propylcarbamoyl)picolinate COC(C1=NC(=CC=C1C=1C(=CC2=C(OCCC3=C2SC=C3)C1)C(NC=1C=C3C(=CN=C(C3=CC1)N)F)=O)C(NCCC)=O)=O.C(C=C)C=1C=C(C=CC1O)C(C)(C)C1=CC(=C(C=C1)O)CC=C